8-[(2s,5r)-5-ethyl-4-[(4-fluorophenyl)(3-fluoropyridin-2-yl)methyl]-2-methylpiperazin-1-yl]-5-methyl-6-oxo-5,6-dihydro-1,5-naphthyridine-2-carbonitrile C(C)[C@H]1N(C[C@@H](N(C1)C1=CC(N(C=2C=CC(=NC12)C#N)C)=O)C)C(C1=NC=CC=C1F)C1=CC=C(C=C1)F